C(CC)OC1=CC=2CC[C@H]3[C@@H]4CC[C@@H]([C@@]4(C)CC[C@@H]3C2C=C1)O 3-propoxy-17beta-hydroxyl-estra-1,3,5(10)-triene